C(C)C=1N=C2N(C=C(C=C2)C2CCN(CC2)S(=O)(=O)C)C1N(C=1SC(=C(N1)C1=CC=C(C=C1)F)C)C N-(2-ethyl-6-(1-(methylsulfonyl)piperidin-4-yl)imidazo[1,2-a]pyridin-3-yl)-4-(4-fluorophenyl)-N,5-dimethylthiazol-2-amine